C1C(N=C(S1)N)C(=O)O 2-AMINO-4-THIAZOLINIC ACID